(3S,5R)-1-benzyl-3-[6-chloro-4-(tetrahydropyran-2-yloxymethyl)-3-pyridyl]-5-methyl-piperazine C(C1=CC=CC=C1)N1C[C@@H](N[C@@H](C1)C)C=1C=NC(=CC1COC1OCCCC1)Cl